ClC1=CC2=C(C=N1)N=CN2C=2C=CC(=NC2)NC(OC)=O methyl N-[5-(6-chloroimidazo[4,5-c]pyridin-1-yl)-2-pyridyl]carbamate